C1(CC1)N(CCC(C(=O)O)NC(=O)N1C[C@@H](CC1)F)CCCCC1=NC=2NCCCC2C=C1 4-[cyclopropyl-[4-(5,6,7,8-tetrahydro-1,8-naphthyridin-2-yl)butyl]amino]-2-[[(3R)-3-fluoropyrrolidine-1-carbonyl]amino]butanoic acid